(3ar,5r,6as)-5-(6-chloroimidazo[1,5-a]pyridin-8-yl)-2-(methylsulfonyl)octahydrocyclopenta[c]pyrrol-5-ol ClC=1C=C(C=2N(C1)C=NC2)C2(C[C@@H]1[C@@H](CN(C1)S(=O)(=O)C)C2)O